C(C)[C@H](CC[C@@H](C)[C@H]1CC[C@H]2[C@@H]3CC=C4CCCC[C@@]4([C@H]3CC[C@]12C)C)C(C)C (3S,8S,9S,10R,13R,14S,17R)-17-((2R,5R)-5-ethyl-6-methylheptan-2-yl)-10,13-dimethyl-2,3,4,7,8,9,10,11,12,13,14,15,16,17-tetradecahydro-1H-cyclopenta[a]phenanthren